ClC1=CC=C(C=C1)C1=C(C(=NN1C1=C(C=C(C=C1)Cl)Cl)/C=C/C(=O)NC(C)C)C (E)-3-(5-(4-chlorophenyl)-1-(2,4-dichlorophenyl)-4-methyl-1H-pyrazol-3-yl)-N-isopropylacrylamide